5-(4-((8-ethoxy-2-methyl-3-oxo-3,4-dihydroquinoxalin-6-yl)methyl)piperazin-1-yl)-6-fluoro-N-methylpyridinecarboxamide C(C)OC=1C=C(C=C2NC(C(=NC12)C)=O)CN1CCN(CC1)C=1C=CC(=NC1F)C(=O)NC